3-(((tert-butyldimethylsilyl)oxy)methyl)-1,5-dimethyl-4-(4,4,5,5-tetramethyl-1,3,2-dioxaborolan-2-yl)-1H-pyrazole [Si](C)(C)(C(C)(C)C)OCC1=NN(C(=C1B1OC(C(O1)(C)C)(C)C)C)C